C(CCCCC)OC1=C(C=C(C=C1)C1=C(N2C(=CC(=CC2=O)CC2=CC3=CC=CC=C3C=C2)S1)C(=O)O)C 2-(4-(hexyloxy)-3-methylphenyl)-7-(naphthalen-2-ylmethyl)-5-oxo-5H-thiazolo[3,2-a]pyridine-3-carboxylic acid